O=C(CCCC1=NNC(C2=CC=CC=C12)=O)N1C2CN(C(C1)C2)C2=NC=C(C=N2)C(F)(F)F (±)-4-(4-oxo-4-(5-(5-(trifluoromethyl)pyrimidin-2-yl)-2,5-diazabicyclo[2.2.1]heptan-2-yl)butyl)phthalazin-1(2H)-one